C1(CC1)CS(=O)(=O)C1=CC=C(C=C1)C(CC(=O)N1CCOCC1)C1=NC2=C(N1)C(=C(C(=C2)Cl)N2CCC(CC2)(F)F)Cl 3-(4-(cyclopropylmethylsulfonyl)phenyl)-3-(5,7-dichloro-6-(4,4-difluoropiperidin-1-yl)-1H-benzo[d]imidazol-2-yl)-1-morpholinopropan-1-one